C(#N)C=1C=NN2C1C(=CC(=C2)C=2C=NN(C2)C2CCC(CC2)N(C(OC(C)(C)C)=O)C)O t-Butyl N-[4-[4-(3-cyano-4-hydroxy-pyrazolo[1,5-a]pyridin-6-yl)pyrazol-1-yl]cyclohexyl]-N-methyl-carbamate